BrC=1C=C2C=C(N=CC2=CC1Cl)NC(=O)[C@H]1C[C@]12C(C2)(F)F (1S,3R)-N-(6-bromo-7-chloroisoquinolin-3-yl)-4,4-difluorospiro[2.2]pentane-1-carboxamide